Cl.Cl.C(C1=CC=CC=C1)C=1C=C2C(=NC1)C(CN2C(CN2[C@H](CN[C@@H](C2)C)CN2N=CC(=C2)F)=O)(C)C 1-{6-Benzyl-3,3-dimethyl-1H,2H,3H-pyrrolo[3,2-b]pyridin-1-yl}-2-[(2R,5R)-2-[(4-fluoro-1H-pyrazol-1-yl)methyl]-5-methylpiperazin-1-yl]ethan-1-one dihydrochloride